(6-(isoindoline-2-carbonyl)-4-((2-methoxyphenyl)amino)pyridin-2-yl)carbamic acid tert-butyl ester C(C)(C)(C)OC(NC1=NC(=CC(=C1)NC1=C(C=CC=C1)OC)C(=O)N1CC2=CC=CC=C2C1)=O